2,5-diisopropylbenzoquinone C(C)(C)C=1C(C=C(C(C1)=O)C(C)C)=O